2-(3-methylphenylethynyl)aniline CC=1C=C(C=CC1)C#CC1=C(N)C=CC=C1